N1=C(SC2=C1C1=C(C=C2)OCC1)N1C(N[C@H]2[C@@H]1[C@@H](CC2)O)=O |r| rac-(3aR,6R,6aR)-1-(7,8-dihydrofuro[3,2-e][1,3]benzothiazol-2-yl)-6-hydroxyhexahydrocyclopenta[d]imidazol-2(1H)-one